C(CC(=C)C)C=1C=C(C(=O)O)C=C(C1)CCC(=C)C 3,5-diisopentenylbenzoic acid